NC1=NC(=NC=C1)C=1N=C(SC1)NC=1C=C(C=CC1C)C1=CC=C(C=C1)CCCN1CCN(CC1)C 4-(4-Aminopyrimidin-2-yl)-N-(4-methyl-4'-(3-(4-methylpiperazin-1-yl)propyl)-[1,1'-biphenyl]-3-yl)thiazol-2-amine